C12(CC3CC(CC(C1)C3)C2)C(C(=O)O)=C adamantylacrylic acid